C(C)(=O)C=1C=CC(=C(C1)CN(CC(=O)O)C)OC 2-([(5-ACETYL-2-METHOXYPHENYL)METHYL](METHYL)AMINO)ACETIC ACID